C(#N)CC1(CCN(CC1)CC1=CC(=CC=C1)C1=CC=CC=C1)N1N=C(C(=C1)C(=O)N)NC(=O)C1CC1 1-[4-(cyanomethyl)-1-[(3-phenylphenyl)methyl]-4-piperidyl]-3-(cyclopropanecarbonylamino)pyrazole-4-carboxamide